2-[[4-[(E)-3-(4-Methoxycarbonylphenyl)prop-2-enoyl]phenyl]sulfonylamino]propanoic acid COC(=O)C1=CC=C(C=C1)/C=C/C(=O)C1=CC=C(C=C1)S(=O)(=O)NC(C(=O)O)C